C12CC(CC2C1)N1C(C(N(C=C1)CC1=NOC(=C1)C1=NC=CC=C1)=O)=O 1-((cis)-bicyclo[3.1.0]hexan-3-yl)-4-((5-(pyridin-2-yl)isoxazol-3-yl)methyl)-1,4-dihydropyrazine-2,3-dione